pyridine-1(2H)-carboxamide N1(CC=CC=C1)C(=O)N